N-(Benzo[d][1,3]dioxol-5-yl)-2-(naphthalen-2-yl)-6-nitroquinazolin-4-amine O1COC2=C1C=CC(=C2)NC2=NC(=NC1=CC=C(C=C21)[N+](=O)[O-])C2=CC1=CC=CC=C1C=C2